OC[C@H]1O[C@@H]([C@@H]([C@H]([C@H]1O)N1N=NC(=C1)C1=CC(=C(C(=C1)F)F)F)O)CC1=NOC(=C1)C1CCOCC1 (2R,3R,4R,5R,6R)-2-(hydroxymethyl)-6-((5-(tetrahydro-2H-pyran-4-yl)isoxazol-3-yl)methyl)-4-(4-(3,4,5-trifluorophenyl)-1H-1,2,3-triazol-1-yl)tetrahydro-2H-pyran-3,5-diol